C(CCCCCC(=O)OCCC(CCCCC)CCCCC)(=O)[O-] 7-(3-pentyloctyl) heptanedioate